4-(2-amino-2-oxoethyl)-6-(trifluoromethyl)picolinic acid NC(CC1=CC(=NC(=C1)C(F)(F)F)C(=O)O)=O